C1([C@@H](O)[C@H](O)[C@H](O)[C@@H](O1)C)[C@]1([C@H](C(O)O[C@@H]([C@]1(O[C@H]1[C@H](O)[C@@H](O)[C@@H](O)[C@H](O1)CO)C1[C@@H](O)[C@H](O)[C@H](O)[C@@H](O1)C)CO)O)O 3,4-Difucosyllactose